tert-Butyl 1-(3,5-dibromopyrazin-2-ylamino)-2-methyl-1-oxopropanylcarbamate BrC=1C(=NC=C(N1)Br)NC(C(C)(C)NC(OC(C)(C)C)=O)=O